C(C)N=C=NCCCN(CC)CC N-ethyl-N'-(3-diethylaminopropyl)-carbodiimide